N-[3-(5-chloro-1,3-benzoxazol-2-yl)-3-azaspiro[5.5]undecan-9-yl]-5-(cyclopropylmethylsulfinyl)furan-2-carboxamide ClC=1C=CC2=C(N=C(O2)N2CCC3(CC2)CCC(CC3)NC(=O)C=3OC(=CC3)S(=O)CC3CC3)C1